(R)-(5-(6-chloro-7-fluoro-3-(1H-imidazol-1-yl)-5-methoxy-1-methyl-1H-indol-2-yl)-4H-1,2,4-triazol-3-yl)(3-hydroxypiperidin-1-yl)methanone ClC1=C(C=C2C(=C(N(C2=C1F)C)C=1NC(=NN1)C(=O)N1C[C@@H](CCC1)O)N1C=NC=C1)OC